tert-Butyl N-[2-[(2R)-2-(tert-butoxycarbonylamino)-3-methylsulfonyl-propyl]-3,5-dichloro-thieno[3,2-b]pyridin-7-yl]-N-(2-furylmethyl)carbamate C(C)(C)(C)OC(=O)N[C@H](CC1=C(C2=NC(=CC(=C2S1)N(C(OC(C)(C)C)=O)CC=1OC=CC1)Cl)Cl)CS(=O)(=O)C